FC(CN1N=CC(=C1)S(=O)(=O)N1N=C2C(=C1)CN(C2)C([C@H](O)C2=C(C=CC=C2)F)=O)F (2R)-1-[2-[1-(2,2-difluoroethyl)pyrazol-4-ylsulfonyl]-4H,6H-pyrrolo[3,4-c]pyrazol-5-yl]-2-(2-fluorophenyl)-2-hydroxyethanone